C(C=C)S(=O)(=O)Cl 2-propenesulfonyl chloride